N-(pyridin-3-yl)-5-(2-((tetrahydro-2H-pyran-4-yl)amino)-7H-pyrrolo[2,3-d]pyrimidin-5-yl)pyrazolo[1,5-a]pyridine-3-carboxamide N1=CC(=CC=C1)NC(=O)C=1C=NN2C1C=C(C=C2)C2=CNC=1N=C(N=CC12)NC1CCOCC1